(S)-1-(4,4-difluorocyclohexyl)-4-prolylpiperazine hydrochloride Cl.FC1(CCC(CC1)N1CCN(CC1)C([C@H]1NCCC1)=O)F